(2S,3R)-2-[(2,3'-difluoro[1,1'-biphenyl]-3-yl)methyl]-4,4-difluoro-3-[(methylsulfonyl)amino]pyrrolidine-1-carboxylic acid tert-butyl ester C(C)(C)(C)OC(=O)N1[C@H]([C@H](C(C1)(F)F)NS(=O)(=O)C)CC=1C(=C(C=CC1)C1=CC(=CC=C1)F)F